(4-Fluoropiperidin-1-yl)-5-(methylsulfonyl)aniline FC1CCN(CC1)NC1=CC=CC(=C1)S(=O)(=O)C